6-(3,4-Dimethylphenyl)-4-oxo-3-propyl-4,5-dihydropyrazolo[1,5-a]pyrazine-2-carboxylic acid CC=1C=C(C=CC1C)C=1NC(C=2N(C1)N=C(C2CCC)C(=O)O)=O